5-(hydroxymethyl)-6-(4-methoxyphenyl)-4-methyl-2,3-diphenylpyrazolo[1,5-a]pyrimidin-7(4H)-one OCC=1N(C=2N(C(C1C1=CC=C(C=C1)OC)=O)N=C(C2C2=CC=CC=C2)C2=CC=CC=C2)C